[Cl-].[Cl-].C(C1=CC=CC=C1)C(CC1=CC=CC=C1)=[Zr+2](C1(C(C(C(C2(C3C(=C4C=5C=CC=CC5CC4=C21)C=CCC3)C)(C)C)(C)C)(C)C)C)C3C=CC=C3 dibenzylmethylene(cyclopentadienyl)(octamethyloctahydrodibenzofluorenyl)zirconium dichloride